[C@H](C)(CC)[C@@H]1N(CC2=C(NC1=O)C=CC=C2)C2=NOC(N2)=O 3-((S)-3-((S)-sec-butyl)-2-oxo-1,2,3,5-tetrahydro-4H-benzo[e][1,4]diazepin-4-yl)-1,2,4-oxadiazol-5(4H)-one